C(C)(C)(C)OC(=O)N(CCCOC1=CC=C(C=C1)C=1C=C2C(=CC=NC2=CC1)C(=O)O)CCOC1=CC=C(C=C1)C=1C=C2C(=CC=NC2=CC1)C(=O)O 6-(4-(3-((tert-butoxycarbonyl)(2-(4-(4-carboxyquinolin-6-yl)phenoxy)ethyl)amino)propoxy)phenyl)quinoline-4-carboxylic acid